1-dimethylamino-1-aza-1,3-pentadiene CN(N=CC=CC)C